4-amino-2,3-dimethylbenzonitrile NC1=C(C(=C(C#N)C=C1)C)C